(S)-2-(4-(6-((4-cyano-2-fluorobenzyl)oxy)pyridin-2-yl)-2,5-difluorobenzyl)-1-(4,4-dimethyltetrahydrofuran-3-yl)-5-fluoro-1H-benzo[d]imidazole-6-carboxylic acid C(#N)C1=CC(=C(COC2=CC=CC(=N2)C2=CC(=C(CC3=NC4=C(N3[C@@H]3COCC3(C)C)C=C(C(=C4)F)C(=O)O)C=C2F)F)C=C1)F